CC1=C(OC2=CC=C(C=C2)B(O)O)C=CC=C1 [4-(2-methylphenoxy)phenyl]boronic acid